gold-silver iron [Fe].[Ag].[Au]